6-Bromo-1-methyl-indole-2-carboxylic acid ethyl ester C(C)OC(=O)C=1N(C2=CC(=CC=C2C1)Br)C